N-(2-carbamoyl-4,6-dichloro-phenyl)-2-cyclopropyl-5-(2,2-difluoroethoxy)pyrazole-3-carboxamide C(N)(=O)C1=C(C(=CC(=C1)Cl)Cl)NC(=O)C=1N(N=C(C1)OCC(F)F)C1CC1